ethyl (2S)-2-[tert-butoxycarbonyl(ethyl)amino]propanoate C(C)(C)(C)OC(=O)N([C@H](C(=O)OCC)C)CC